ClC1=CC=C(C=C1)C=CC(C)=O 4-(4-chlorophenyl)-3-buten-2-one